N-[(1R)-1-(4-Fluorophenyl)-3-hydroxypropyl]-4-oxo-6-(5,6,7,8-tetrahydronaphthalen-2-yl)-4,5-dihydropyrazolo[1,5-a]pyrazine-2-carboxamide FC1=CC=C(C=C1)[C@@H](CCO)NC(=O)C1=NN2C(C(NC(=C2)C2=CC=3CCCCC3C=C2)=O)=C1